7-fluoro-3,4-dihydroquinolin-2(1H)-one FC1=CC=C2CCC(NC2=C1)=O